ClC1=NN(C(=C1)Cl)C1(CC1)C(=O)NC(C(=O)O)CCN(CCCCC1=NC=2NCCCC2C=C1)CC(C)OC 2-[[1-(3,5-dichloropyrazol-1-yl)cyclopropanecarbonyl]amino]-4-[[2-methoxypropyl]-[4-(5,6,7,8-tetrahydro-1,8-naphthyridin-2-yl)butyl]amino]butanoic acid